C(C)(C)(C)OC(C(COC1=CC2=CN(N=C2C=C1)CC1N(CC1C(N)=O)C(=O)O)O)=O (5-(3-(tert-butoxy)-2-hydroxy-3-oxopropoxy)-2H-indazol-2-yl)methyl-3-carbamoyl-azetidine-1-carboxylic acid